C[C@@]1(CC[C@@]2([C@H]3CC[C@@]4([C@H](CC[C@H]4[C@@H]3CC=C2C1)[C@H](C)CCC1=NC=CC=C1)C)C)O (3S,8S,9S,10R,13R,14S,17R)-3,10,13-trimethyl-17-((R)-4-(pyridin-2-yl)butan-2-yl)-2,3,4,7,8,9,10,11,12,13,14,15,16,17-tetradecahydro-1H-cyclopenta[a]phenanthren-3-ol